(1-ethyl-1H-pyrazol-4-yl)-7-oxo-6-phenyl-N-(3-sulfonylaminophenyl)-4,5,6,7-tetrahydro-1H-pyrazolo[3,4-c]pyridine-3-carboxamide C(C)N1N=CC(=C1)N1N=C(C2=C1C(N(CC2)C2=CC=CC=C2)=O)C(=O)NC2=CC(=CC=C2)N=S(=O)=O